CN(C(OC(C)(C)C)=O)C1CCC2=C(NC1=O)N=CC(=C2)\C=C\C(=O)N(CC2=C(OC1=C2C=CC=C1)C)C tert-butyl N-methyl-N-[3-[(e)-3-[methyl-[(2-methylbenzofuran-3-yl)methyl]amino]-3-oxo-prop-1-enyl]-8-oxo-5,6,7,9-tetrahydropyrido[2,3-b]azepin-7-yl]carbamate